C(CCCCCCC)C1=CC2=C(NN=N2)C=C1 5-octyl-1,2,3-benzotriazole